FC1(CCC(CC1)[C@@H](C=1N=C2N(N=C(C=C2)CC2(C(NCC(C2)(F)F)=O)C(=O)OC)C1)NC(=O)C1=CC=NN1CC)F methyl 3-((2-((S)-(4,4-difluorocyclohexyl)(1-ethyl-1H-pyrazole-5-carboxamido)methyl)imidazo[1,2-b]pyridazin-6-yl)methyl)-5,5-difluoro-2-oxopiperidine-3-carboxylate